N1N=CC=2C=NC(=CC21)C2CCN(CC2)S(=O)(=O)C2=CC1=C(N=CS1)C=C2 6-((4-(1H-pyrazolo[4,3-c]pyridin-6-yl)piperidin-1-yl)sulfonyl)benzo[d]thiazole